tert-butyl (1-(4-cyano-6-(4-cyano-3-fluorophenyl)-5-(3,6-difluoro-1-(2-hydroxyl-2-methylpropyl)-1H-indazol-5-yl) pyrid-2-yl)piperid-4-yl)carbamate C(#N)C1=CC(=NC(=C1C=1C=C2C(=NN(C2=CC1F)CC(C)(C)O)F)C1=CC(=C(C=C1)C#N)F)N1CCC(CC1)NC(OC(C)(C)C)=O